5H-Pyridin N=1C=CCCC1